tert-butyl (R)-4-((R)-1-fluoroethyl)-1,2,3-oxathiazolidine-3-carboxylate 2,2-dioxide F[C@H](C)[C@@H]1N(S(OC1)(=O)=O)C(=O)OC(C)(C)C